N1=C2C(=NC=C1N1[C@@H]3C[C@H]([C@H](C1)C3)N(C(=O)NC=3C(N(C=C(C3)C(F)(F)F)C)=O)C)NC=C2 1-((1S,4S,5R)-2-(5H-pyrrolo[2,3-b]pyrazin-2-yl)-2-azabicyclo[2.2.1]hept-5-yl)-1-methyl-3-(1-methyl-2-oxo-5-(trifluoromethyl)-1,2-dihydropyridin-3-yl)urea